CC=1N=C(SC1C)NN=C(N=NC1=CC=CC=C1)C1=CC=CC=C1 5-(4,5-dimethylthiazol-2-yl)-1,3-diphenylformazan